[Cl-].C(CCCCCCCCCCCCCCCCCCC)C([NH+](CCO)CCO)CCCCCCCCCCCCCCCCCCCC dicosyl-methyl-bis(hydroxyethyl)ammonium chloride